4,4,5,5-tetramethyl-2-(2-methylbenzofuran-5-yl)-1,3,2-dioxaborolane CC1(OB(OC1(C)C)C=1C=CC2=C(C=C(O2)C)C1)C